(R)-2-(3-(3-chloro-4-fluorophenyl)-1-(1-(1-oxo-1,2-dihydro-isoquinolin-4-yl)ethyl)ureido)-N-methylacetamide ClC=1C=C(C=CC1F)NC(N([C@H](C)C1=CNC(C2=CC=CC=C12)=O)CC(=O)NC)=O